6-[(2,4-dimethylphenyl)methyl]-5,6-dihydro-1H-pyrimidin-4-one CC1=C(C=CC(=C1)C)CC1CC(N=CN1)=O